C(C)(C)(C)OC(N[C@@]1(CN(CC1)C1=C(C(=NC=C1C=O)Cl)Br)C)=O (S)-(1-(3-bromo-2-chloro-5-formylpyridin-4-yl)-3-methylpyrrolidin-3-yl)carbamic acid tert-butyl ester